(E)-{2-[(3R)-3-fluorotetrahydro-1H-pyrrol-1-yl]ethyl}azetidine F[C@H]1CN(CC1)CCN1CCC1